ClC=1C=C(C=CC1)C=1C=C(C(=NC1)C(=O)NCC(=O)O)O {[5-(3-chlorophenyl)-3-hydroxypyridine-2-carbonyl]amino}acetic acid